4-((2R,3R,4S,5S)-3-(4-fluoro-2-methoxyphenyl)-4,5-dimethyl-5-(trifluoromethyl)tetrahydrofuran-2-carboxamido)picolinamide FC1=CC(=C(C=C1)[C@@H]1[C@@H](O[C@@]([C@H]1C)(C(F)(F)F)C)C(=O)NC1=CC(=NC=C1)C(=O)N)OC